FC1=C(C=CC(=C1)OC1=NN(C=C1)C1=NC=NC(=C1)OC)NC1=NC=NC2=CC(=C(C=C12)NC1CCN(CC1)C(C=C)=O)OC([2H])([2H])[2H] 1-(4-((4-((2-fluoro-4-((1-(6-methoxypyrimidin-4-yl)-1H-pyrazol-3-yl)oxy)phenyl)amino)-7-(methoxy-d3)quinazolin-6-yl)amino)piperidin-1-yl)prop-2-en-1-one